C1(=CC=CC=C1)N(C1=CC=C(C=C1)C1=CC=C(N)C=C1)C1=CC=CC=C1 N,N-diphenylbenzidine